2-(tert-Butyl) 3-methyl (1R,3R,4S,5S)-5-(difluoromethyl)-2-azabicyclo[2.2.1]heptane-2,3-dicarboxylate FC([C@@H]1[C@H]2[C@@H](N([C@@H](C1)C2)C(=O)OC(C)(C)C)C(=O)OC)F